CO[C@@H]1C[C@@H](C[C@@H]1N(S(=O)(=O)C1=C(C=CC=C1)[N+](=O)[O-])C)NC(OCC1=CC=CC=C1)=O benzyl {(1R,3R,4S)-3-methoxy-4-[methyl (2-nitrobenzene-1-sulfonyl)amino]cyclopentyl}carbamate